tert-butyl 3-(2-(1-methyl-1H-pyrazol-4-yl) imidazo[1,2-b]pyridazin-8-yl)-3,8-diazabicyclo[3.2.1]octane-8-carboxylate CN1N=CC(=C1)C=1N=C2N(N=CC=C2N2CC3CCC(C2)N3C(=O)OC(C)(C)C)C1